C(#N)[C@@H]1C[C@@]2(CN1C([C@H](CC1CC1)NC([C@H](CC1CCC1)NC(C(F)(F)F)=O)=O)=O)C(NC1=CC=CC=C12)=O (S)-N-((S)-1-((3R,5'S)-5'-cyano-2-oxospiro[indoline-3,3'-pyrrolidine]-1'-yl)-3-cyclopropyl-1-oxopropan-2-yl)-3-cyclobutyl-2-(2,2,2-trifluoroacetylamino)propionamide